C(C1=CC=CC=C1)O[C@@](C(=O)NNC(=O)C1=NC(=C(C=C1[N+](=O)[O-])C(F)(F)F)NC(CCC=C)C(C)C)(CC=C)C(F)(F)F N'-[(2R)-2-benzyloxy-2-(trifluoromethyl)pent-4-enoyl]-6-(1-isopropylpent-4-enylamino)-3-nitro-5-(trifluoromethyl)pyridine-2-carbohydrazide